2,3,4-TRIFLUORO-PHENYLISOCYANIDE FC1=C(C=CC(=C1F)F)[N+]#[C-]